C(C)(C)(C)NS(=O)(=O)C=1C=C(C=CC1)NC(=O)C1=NC=C(N=C1N1CCC(CC1)CCC)NC(CO)(C)C N-(3-(N-(tert-butyl)sulfamoyl)phenyl)-5-((1-hydroxy-2-methylpropan-2-yl)amino)-3-(4-propylpiperidin-1-yl)pyrazine-2-carboxamide